ClC1=C(C=CC=C1)CCN1N=CN=N1 (1R)-1-(2-chlorophenyl)-2-(2H-tetrazol-2-yl)ethane